5-{(1-(4-(difluoromethoxy)benzoyl)-4-hydroxypiperidin-4-yl)methyl}-1-(3-(hydroxymethyl)phenyl)-1H-pyrazolo[3,4-d]pyrimidin-4(5H)-one FC(OC1=CC=C(C(=O)N2CCC(CC2)(O)CN2C=NC3=C(C2=O)C=NN3C3=CC(=CC=C3)CO)C=C1)F